rac-tert-butyl 7-[4-oxo-2-(p-tolylsulfonyloxy)pyrido[1,2-a]pyrimidin-7-yl]-4-azaspiro[2.5]octane-4-carboxylate O=C1C=C(N=C2N1C=C(C=C2)[C@@H]2CCN(C1(CC1)C2)C(=O)OC(C)(C)C)OS(=O)(=O)C2=CC=C(C=C2)C |r|